2-(2H-Benzotriazol-2-yl)-4-(1,1,3,3-tetramethylbutyl)phenol N=1N(N=C2C1C=CC=C2)C2=C(C=CC(=C2)C(CC(C)(C)C)(C)C)O